FC(C(=O)O)(F)F.BrC1=CC(=C(C=C1)NC=1N(C(C=C2CCNC(C12)=O)=O)C)F 8-((4-bromo-2-fluorophenyl)amino)-7-methyl-3,4-dihydro-2,7-naphthyridine-1,6(2H,7H)-dione trifluoroacetate salt